2-(2-Chlorophenyl)-N-[4-(2-cyclopropylpyrimidin-5-yl)-3-{[(dimethylamino)methylene]sulfamoyl}phenyl]acetamide ClC1=C(C=CC=C1)CC(=O)NC1=CC(=C(C=C1)C=1C=NC(=NC1)C1CC1)S(N=CN(C)C)(=O)=O